10-phosphonomethyl-1,4,7,10-tetraazadodecane P(=O)(O)(O)CN(CCNCCNCCN)CC